C(C1=CC=CC=C1)OC=1C=CC=C(CC2C(NC(NC2=O)=O)=O)C1 5-benzyloxybenzyl-barbiturate